4-benzoyl-D-phenylalanine C(C1=CC=CC=C1)(=O)C1=CC=C(C[C@@H](N)C(=O)O)C=C1